BrC=1C=C(C=CC1O)C#CC1=CC=C(C=C1)NC(C(=O)O)=O 2-((4-((3-Bromo-4-hydroxyphenyl)ethynyl)phenyl)amino)-2-oxoacetic acid